[OH-].C(CC)[N+](C(C)C)(CCC)CCC tripropylisopropylammonium hydroxide